6-FORMYL-2-THIOURACIL C(=O)C1=CC(NC(N1)=S)=O